NC=1C2=C(N=CN1)N(C=C2C=2C=C(CNS(=O)(=O)CCOC)C=CC2)[C@@H]2C[C@@H](C2)CN2CCC2 N-(3-(4-amino-7-(cis-3-(azetidin-1-ylmethyl)cyclobutyl)-7H-pyrrolo[2,3-d]pyrimidin-5-yl)benzyl)-2-methoxyethanesulfonamide